C(C)(=O)SC1C(CO1)=O S-(3-oxooxetan-4-yl) thioacetate